C1(CC1)C=1N(C=C(N1)C1=CC=C(C=C1)C1=NC=C(C(=N1)SC)F)C 2-[4-(2-cyclopropyl-1-methyl-imidazol-4-yl)phenyl]-5-fluoro-4-methylsulfanyl-pyrimidine